C(C1=CC=CC=C1)OC1=C(/C=C/C=2SC(=C3C2OCCO3)C=O)C=CC(=C1)N(CCCCO)CCCCO (E)-7-[2-(Benzyloxy)-4-[bis(4-hydroxybutyl)amino]styryl]-2,3-dihydrothieno[3,4-b][1,4]dioxin-5-carbaldehyde